tert-Butyl 1-(((1-((2,4-dimethoxybenzyl)amino)isoquinolin-5-yl)amino)methyl)-4-(((1,6-dimethyl-2-oxo-1,2-dihydropyridin-4-yl)oxy)methyl)-2-azabicyclo[2.1.1]hexane-2-carboxylate COC1=C(CNC2=NC=CC3=C(C=CC=C23)NCC23N(CC(C2)(C3)COC3=CC(N(C(=C3)C)C)=O)C(=O)OC(C)(C)C)C=CC(=C1)OC